N-allyl-m-trifluoromethyl-aniline C(C=C)NC1=CC(=CC=C1)C(F)(F)F